BrC1=CC(=C(OC2COCC2)C=C1)[N+](=O)[O-] 3-(4-bromo-2-nitrophenoxy)tetrahydrofuran